5-(((2S,5R)-5-isopropyl-3,6-dimethoxy-2,5-dihydropyrazin-2-yl)methyl)-8-(3-(trifluoromethyl)pyridin-2-yl)imidazo[1,2-a]pyridine C(C)(C)[C@H]1N=C([C@@H](N=C1OC)CC1=CC=C(C=2N1C=CN2)C2=NC=CC=C2C(F)(F)F)OC